NC1=C2C(=NC=N1)N(N=C2N2C=C(C1=CC=C(C=C21)C(=O)NC)Cl)CC(F)(F)F [4-Amino-1-(2,2,2-trifluoroethyl)-1H-pyrazolo[3,4-d]pyrimidin-3-yl]-3-chloro-N-methyl-1H-indole-6-carboxamide